NC1=C(C(=NC(=C1F)Cl)C)C(=O)OC 4-amino-6-chloro-5-fluoro-2-methylpyridine-3-carboxylic acid, Methyl ester